ClC1=C(C(=CC=C1)Cl)COC=1C(=C2CCC(C2=CC1)N1CC(C1)(O)C)C 1-[5-[(2,6-dichlorophenyl)methoxy]-4-methyl-indan-1-yl]-3-methyl-azetidin-3-ol